(R)-2-(7-hydroxychroman-3-yl)-5-methoxycyclohexa-2,5-diene-1,4-dione OC1=CC=C2C[C@@H](COC2=C1)C=1C(C=C(C(C1)=O)OC)=O